N1=C(N=CN=C1)N1CC2(C1)C[C@@H](CC2)N2CCC(CC2)C2=C(OCC(C)(O)C)C=CC=C2 (R)-1-(2-(1-(2-(1,3,5-triazin-2-yl)-2-azaspiro[3.4]octan-6-yl)piperidin-4-yl)phenoxy)-2-methylpropan-2-ol